C(C1=CC=CC=C1)OC=1C=C(C(=NC1[N+](=O)[O-])N1CCN(CC1)[C@H]1CC2(CN(C2)C(=O)OCC)CC1)C1=NC=CN=C1 ethyl (6R)-6-[4-(5-benzyloxy-6-nitro-3-pyrazin-2-yl-2-pyridyl)piperazin-1-yl]-2-azaspiro[3.4]octane-2-carboxylate